4-fluoro-3-(4H-1,2,4-triazol-4-yl)benzoic acid FC1=C(C=C(C(=O)O)C=C1)N1C=NN=C1